(S)-N-(5-Cyano-4-(3-methoxypyrrolidin-1-yl)pyridin-2-yl)-7-formyl-6-((2-carbonyl-1,3-oxazinan-3-yl)methyl)-3,4-dihydro-1,8-naphthyridin-1(2H)-carboxamide C(#N)C=1C(=CC(=NC1)NC(=O)N1CCCC2=CC(=C(N=C12)C=O)CN1C(OCCC1)=C=O)N1C[C@H](CC1)OC